C1(CCC1)NC(C[C@H](\C=C\C=1C=NC=CC1)NC(=O)C1=NN(C(=C1)C1=C(C=CC=C1OC)OC)C1CCCC1)=O (3R,4E)-N-cyclobutyl-3-{[1-cyclopentyl-5-(2,6-dimethoxyphenyl)-1H-pyrazol-3-yl]formamido}-5-(pyridin-3-yl)pent-4-enamide